((1-(4-Methyl-4H-1,2,4-triazol-3-yl)propan-2-yl)amino)-isoindolin-1-one CN1C(=NN=C1)CC(C)NN1C(C2=CC=CC=C2C1)=O